C1CCCC12C(CNCC2)OO 1-Oxa-(8-azaspiro[4.5]decan-6-yl)methanol